C(C)(C)(C)OC(=O)N(CCC(=O)NC1=C(C2=C(CN(CC2)C(=O)OC(C)(C)C)S1)C=1SC2=C(N1)C=C(C=C2)C(NCCOC)=O)C(C)C tert-Butyl 2-(3-((tert-butoxycarbonyl)(isopropyl)amino)propanamido)-3-(5-((2-methoxyethyl)carbamoyl)benzo[d]thiazol-2-yl)-4,7-dihydrothieno[2,3-c]pyridine-6(5H)-carboxylate